R-ethyl-imino-[2-[3-methyl-6-(trifluoromethyl)imidazo[4,5-b]pyridin-2-yl]-5-(trifluoromethyl)-3-pyridyl]-oxo-λ6-sulfane C(C)[S@@](=O)(C=1C(=NC=C(C1)C(F)(F)F)C1=NC=2C(=NC=C(C2)C(F)(F)F)N1C)=N